n-methyl-3-(1-methylimidazol-4-yl)-4-(2-phenylethylamino)benzenesulfonamide CNS(=O)(=O)C1=CC(=C(C=C1)NCCC1=CC=CC=C1)C=1N=CN(C1)C